[Cl-].C[Si](CCC[N+](C)(C)CCCCCCCCCC)(OCC)OCC 3-(methyldiethoxysilyl)propyldecyldimethylammonium chloride